5-carboxymethylaminomethyl-2'-O-methylUridine C(=O)(O)CNCC=1C(NC(N([C@H]2[C@H](OC)[C@H](O)[C@@H](CO)O2)C1)=O)=O